N-((1R)-3-cyano-3-azabicyclo[3.1.0]hexan-1-yl)-5-(4-(4-fluorophenoxy)pyridin-3-yl)-1H-pyrazole-3-carboxamide C(#N)N1C[C@]2(CC2C1)NC(=O)C1=NNC(=C1)C=1C=NC=CC1OC1=CC=C(C=C1)F